O=C1C2=C(N=CN1)N=C(C=C2)OCC2=NC=CC=N2 4-oxo-7-[(pyrimidin-2-yl)methoxyl]-3H,4H-pyrido[2,3-d]pyrimidin